N-(4-(6-amino-5-(2-(N-methylacrylamido)ethoxy)pyrimidin-4-yl)-3-(hydroxymethyl)pyridin-2-yl)-6'-fluoro-2',3'-dihydrospiro[cyclopropane-1,1'-indene]-5'-carboxamide NC1=C(C(=NC=N1)C1=C(C(=NC=C1)NC(=O)C=1C=C2CCC3(C2=CC1F)CC3)CO)OCCN(C(C=C)=O)C